3-tert-butyl-1-(2-oxo-1-{[3-(trifluoromethyl)phenyl]methyl}-3,4-dihydroquinolin-6-yl)urea C(C)(C)(C)NC(NC=1C=C2CCC(N(C2=CC1)CC1=CC(=CC=C1)C(F)(F)F)=O)=O